(3-(7-carbamoyl-3-chloro-5,6-difluoro-2-methyl-1H-indol-4-yl)cyclohexyl)carbamic acid tert-butyl ester C(C)(C)(C)OC(NC1CC(CCC1)C1=C2C(=C(NC2=C(C(=C1F)F)C(N)=O)C)Cl)=O